tricopper phosphide [P-3].[P-3].[Cu+2].[Cu+2].[Cu+2]